3-(2,3-Dihydro-benzofuran-5-yl)-6-hydroxymethyl-6-methyl-6,7-dihydro-3H-pyrano[3,4-d]imidazol-4-one O1CCC2=C1C=CC(=C2)N2C=NC1=C2C(OC(C1)(C)CO)=O